OCC(CCC)(C)SC(CC(=O)C1C(C=CCC1(C)C)C)C 3-[1-(Hydroxymethyl)-1-methylbutyl]sulfanyl-1-(2,6,6-trimethylcyclohex-3-en-1-yl)butan-1-one